5-isopropoxymethyloxycarbonyl-7-oxo-bicyclo[2.2.1]Hept-2-ene C(C)(C)OCOC(=O)C1C2C=CC(C1)C2=O